N,N'-bis-(hydroxyethyl)-oxamide OCCNC(=O)C(=O)NCCO